10-(5-((2-((3-cyclohexylpropanoyl)oxy)octyl)thio)pentyl)-2,2-dimethyl-3,3-diphenyl-4-oxa-16-thia-9-aza-3-silatetracosan-18-yl heptanoate C(CCCCCC)(=O)OC(CSCCCCCC(NCCCCO[Si](C(C)(C)C)(C1=CC=CC=C1)C1=CC=CC=C1)CCCCCSCC(CCCCCC)OC(CCC1CCCCC1)=O)CCCCCC